FC1=CC=2N(C3=C1C(CC3(C)C)C#N)N=C(C2)C 5-fluoro-2,8,8-trimethyl-7,8-dihydro-6H-cyclopenta[e]pyrazolo[1,5-a]pyridine-6-carbonitrile